1-Boc-1,3-diazepane C(=O)(OC(C)(C)C)N1CNCCCC1